N-[2-[4-[4-[trans-(4-aminocyclohexyl)amino]-3-[N'-(2-chloro-5-fluoro-phenyl)carbamimidoyl]pyrrolo[1,2-b]pyridazin-6-yl]-3-methyl-phenoxy]ethyl]acetamide N[C@@H]1CC[C@H](CC1)NC=1C=2N(N=CC1C(N)=NC1=C(C=CC(=C1)F)Cl)C=C(C2)C2=C(C=C(OCCNC(C)=O)C=C2)C